ClC1=C(C(=C(C2=C1CC[C@@H](C1=CC(C(=C(C=C21)OC)OC)=O)NC(C)=O)OC)OC)OC (S)-N-(4-chloro-1,2,3,10,11-pentamethoxy-9-oxo-5,6,7,9-tetrahydrobenzo[a]heptalen-7-yl)acetamide